2-hydroxymethyl-4-[1-hydroxy-2-[6-(4-phenylbutoxy)hexylamino]ethyl]phenol OCC1=C(C=CC(=C1)C(CNCCCCCCOCCCCC1=CC=CC=C1)O)O